CNS(=O)(=O)CCCCN1C(=NC=2C(=NC=3C=CC=CC3C21)N)CC N-methyl-4-(4-amino-2-ethyl-1H-imidazo[4,5-c]quinolin-1-yl)butane-1-sulfonamide